Cl.N1N=CC(=C1)N1C(C=CC=C1)=O (1H-pyrazol-4-yl)pyridin-2(1H)-one hydrochloride